(9R,13S)-13-{4-[5-chloro-2-(3-methylphenyl)phenyl]-6-oxo-1,6-dihydropyrimidin-1-yl}-3,9-dimethyl-3,4,7,15-tetraazatricyclo[12.3.1.02,6]Octadecan-1(18),2(6),4,14,16-pentaen-8-one ClC=1C=CC(=C(C1)C=1N=CN(C(C1)=O)[C@H]1CCC[C@H](C(NC=2C=NN(C2C=2C=CN=C1C2)C)=O)C)C2=CC(=CC=C2)C